N1C=NC2=C1C=C(C=C2)N2C([C@@H](C2C21CC(C2)C1)C)=O (R)-1-(1H-benzo[d]imidazol-6-yl)-4-(bicyclo[1.1.1]pentan-1-yl)-3-methylazetidin-2-one